2-[di(hydroxymethyl)amino]ethanol OCN(CCO)CO